C12CNCC(CC1)N2C2=NC=C(C(=N2)NC=2C=C1C=NNC1=CC2OC)Cl N-(2-(3,8-diazabicyclo[3.2.1]oct-8-yl)-5-chloropyrimidin-4-yl)-6-methoxy-1H-indazol-5-amine